ClC(C1(CC(C(O1)=O)=C)C1=CC=CC=C1)C1=CC=CC=C1 5-(chloro(phenyl)methyl)-3-methylene-5-phenyldihydrofuran-2(3H)-one